N-benzyl-N-(4-bromo-3-cyanophenyl)benzenesulfonamide C(C1=CC=CC=C1)N(S(=O)(=O)C1=CC=CC=C1)C1=CC(=C(C=C1)Br)C#N